C(C)(=O)ON=C(C1=CC(=CC=C1)CC(C=1SC2=C(N1)C=CC(=C2)OCCCC=2NC=CN2)NS(=O)(=O)C2=CC=CC=C2)N [[amino-[3-[2-(benzenesulfonamido)-2-[6-[3-(1H-imidazol-2-yl)propoxy]-1,3-benzothiazol-2-yl]ethyl]phenyl]methylene]amino] acetate